[C@H]12CN(C[C@H](CC1)N2)C=2C1=C(N=C(N2)OC)C(=C(N=C1)C1=CC(=CC2=CC=CC(=C12)Cl)O)F 4-(4-((1R,5S)-3,8-diazabicyclo[3.2.1]octan-3-yl)-8-fluoro-2-methoxypyrido[4,3-d]pyrimidin-7-yl)-5-chloronaphthalen-2-ol